N(=[N+]=[N-])C[C@H](C(C)(O)C)F (3R)-4-azido-3-fluoro-2-methyl-butan-2-ol